C(C)(C)(C)OC(=O)N1CC2(C1)CC(C2)[C@H](C)NC2=C(C=CC(=C2)C=2OC(NN2)=O)C(F)(F)F 6-{(1S)-1-[5-(5-oxo-4,5-dihydro-1,3,4-oxadiazol-2-yl)-2-(trifluoromethyl)anilino]ethyl}-2-azaspiro[3.3]heptane-2-carboxylic acid tert-butyl ester